FC(C(=O)O)(F)F.NCC(COC1=C(C=C(C=C1)C(=O)N1CC2=CC=CC=C2CC1)F)=CF (4-((2-aminomethyl-3-fluoroallyl)oxy)-3-fluorophenyl)-(3,4-dihydroisoquinolin-2(1H)-yl)methanone trifluoroacetate